C(C)(C)(C)OC(CC[C@@H](C(=O)N)N1C(C2=CC=C(C=C2C1)C[C@H]1[C@@H]([C@@H](CCC1)O)NC(=O)OC(C)(C)C)=O)=O (S)-5-amino-4-(5-(((1S,2S,3R)-2-((tert-butoxycarbonyl)amino)-3-hydroxycyclohexyl)methyl)-1-oxoisoindolin-2-yl)-5-oxopentanoic acid tert-butyl ester